(S)-benzyl 4-(4-cyano-2-methoxyphenyl)-5-hydroxy-2,8-dimethyl-1,4-dihydro-1,6-naphthyridine-3-carboxylate C(#N)C1=CC(=C(C=C1)[C@@H]1C(=C(NC2=C(C=NC(=C12)O)C)C)C(=O)OCC1=CC=CC=C1)OC